FC1=C(C=CC=C1)C=1C(=CC2=C(N(C(N=C2N2[C@H](CN(CC2)C(=O)OC(C)(C)C)C)=O)C2=C(C=CC=C2C)C(C)C)N1)C tert-Butyl (S)-4-(7-(2-fluorophenyl)-1-(2-isopropyl-6-methylphenyl)-6-methyl-2-oxo-1,2-dihydropyrido[2,3-d]pyrimidin-4-yl)-3-methylpiperazine-1-carboxylate